6-bromobenzothiophene BrC1=CC2=C(C=CS2)C=C1